FC1=CC=C(C(=O)C=2C=CC=CC2)C=C1 3-(p-fluorobenzoyl)benzene